N(=C=S)C1=CC=C(C=C1)S(=O)(=O)C1=CC=CC=C1 1-isothiocyanato-4-(benzenesulfonyl)benzene